FC(C=1C=CC(=NC1)N1CCC(CC1)O)(F)F 1-[5-(trifluoromethyl)pyridin-2-yl]piperidin-4-ol